NCC1=NNC(C2=CC=C(C=C12)C1=CN=C2N1C=CC=C2F)=O 4-(aminomethyl)-6-(8-fluoroimidazo[1,2-a]pyridin-3-yl)phthalazin-1(2H)-one